ClC1=C(C=CC=C1)N1C(N=C(C2=CC(=C(C=C12)C(F)(F)F)C(F)F)NC)=O 1-(2-chlorophenyl)-6-(difluoromethyl)-4-(methylamino)-7-(trifluoromethyl)-quinazolin-2(1H)-one